(E)-1-((2S,5R)-5-((5-(2,2-difluorocyclopropyl)-7H-pyrrolo[2,3-d]pyrimidin-4-yl)amino)-2-methylpiperidin-1-yl)-4-(dimethylamino)but-2-en-1-one FC1(C(C1)C1=CNC=2N=CN=C(C21)N[C@@H]2CC[C@@H](N(C2)C(\C=C\CN(C)C)=O)C)F